2-chloro-4,5-difluoropyridine ClC1=NC=C(C(=C1)F)F